ethyl 3-((2,4-dimethylthiazole-5-carboxamido)methyl)-5-(3-methylbenzyl)-4,5-dihydroisoxazole-5-carboxylate CC=1SC(=C(N1)C)C(=O)NCC1=NOC(C1)(C(=O)OCC)CC1=CC(=CC=C1)C